CC(C)([C@H]([C@@H](C1=C(C=C2C(=C1)C=CC(=O)O2)OC)O)O)O The molecule is a member of the class of coumarins that is 7-methoxycoumarin in which the hydrogen at position 6 has been replaced by a 1,2,3-trihydroxy-3-methylbutyl group (the 1R,2S stereoisomer). Originally isolated from the roots of Angelica pubescens, angelitriol shows strong inhibitory effects on human platelet aggregation. It has a role as a platelet aggregation inhibitor and a plant metabolite. It is a member of coumarins, an aromatic ether and a triol.